[6-[5-(1-hydroxycyclopropyl)-4H-1,2,4-triazol-3-yl]-2-azaspiro[3.3]heptan-2-yl]-[6-[[3-methylsulfonyl-4-(trifluoromethyl)phenyl]methyl]-2-azaspiro[3.3]heptan-2-yl]methanone OC1(CC1)C=1NC(=NN1)C1CC2(CN(C2)C(=O)N2CC3(C2)CC(C3)CC3=CC(=C(C=C3)C(F)(F)F)S(=O)(=O)C)C1